2-Chloro-N-(1-ethyl-1H-indazol-4-yl)-5-({[(1-hydroxycyclopropyl)carbonyl]amino}methyl)benzamide ClC1=C(C(=O)NC2=C3C=NN(C3=CC=C2)CC)C=C(C=C1)CNC(=O)C1(CC1)O